[(1R,7S)-7-[(Z)-N'-(2,2-dimethylpropanoyloxy)-N-methyl-carbamimidoyl]-5-methyl-9-oxo-4,5,8,10-tetrazatricyclo[6.2.1.02,6]undeca-2(6),3-dien-10-yl] sulfate sodium salt [Na+].S(=O)(=O)(ON1C(N2[C@@H](C=3N(N=CC3[C@@H]1C2)C)/C(/NC)=N/OC(C(C)(C)C)=O)=O)[O-]